N-methyl-1',2',3',6'-tetrahydro-[3,4'-bipyridine]-6-carboxamide hydrochloride Cl.CNC(=O)C1=CC=C(C=N1)C=1CCNCC1